ClC1=C(C=CC(=C1)S(F)(F)(F)(F)F)NC(CN1C=2N(C(C(=C1CC)N1CCNCC1)=O)N=C(N2)C2=CCC1(CC1)CC2)=O N-(2-Chloro-4-(pentafluoro-λ6-sulfanyl)phenyl)-2-(5-ethyl-7-oxo-6-(piperazin-1-yl)-2-(spiro[2.5]oct-5-en-6-yl)-[1,2,4]triazolo[1,5-a]pyrimidin-4(7H)-yl)acetamide